2-Phenoxy-ethyl 2-methylpropanoate (phenoxy ethyl isobutyrate) O(C1=CC=CC=C1)CCC(C(=O)O)(C)C.CC(C(=O)OCCOC1=CC=CC=C1)C